4-(1-acryloylpiperidin-3-yl)-3-cyano-5,6-difluoro-2-methyl-1H-indole-7-carboxamide C(C=C)(=O)N1CC(CCC1)C1=C2C(=C(NC2=C(C(=C1F)F)C(=O)N)C)C#N